[1,4'-bipiperidine]-1'-carboxylic acid 4-((3-(1,1-difluoroethyl) phenyl) carbamoyl)-1-(4-methoxyphenyl)-3-methyl-1H-pyrazol-5-yl ester FC(C)(F)C=1C=C(C=CC1)NC(=O)C=1C(=NN(C1OC(=O)N1CCC(CC1)N1CCCCC1)C1=CC=C(C=C1)OC)C